(R)-1-Methyl-3-((1,2,3,4-tetrahydroisoquinolin-8-yl)amino)pyrrolidin-2-one hydrochloride Cl.CN1C([C@@H](CC1)NC=1C=CC=C2CCNCC12)=O